6-hydroxy-6,8-diphenyloctan-2-en-4,7-diyne-1-al OC(C#CC=CC=O)(C#CC1=CC=CC=C1)C1=CC=CC=C1